benzyl (3-((1S,3R)-3-(((1-methylcyclopropyl)carbamoyl)oxy)cyclopentyl)-1H-pyrazol-5-yl)carbamate CC1(CC1)NC(=O)O[C@H]1C[C@H](CC1)C1=NNC(=C1)NC(OCC1=CC=CC=C1)=O